O[Fe]=O.O[Fe]=O.[Ni] The molecule is a mixed metal oxide with formula Fe2NiO4. It is a mixed metal oxide, an iron coordination entity and a nickel coordination entity. It contains an iron(3+).